(3R,8R*)-tert-Butyl 8-(isoxazol-3-yl)-3,10-dimethyl-11-oxo-3,4,8,9,10,11-hexahydro-1H-pyrido[4',3':3,4]pyrazolo[1,5-a][1,4]diazepine-2(7H)-carboxylate O1N=C(C=C1)[C@@H]1CN(C(C=2N(C1)N=C1C2CN([C@@H](C1)C)C(=O)OC(C)(C)C)=O)C |o1:5|